C[C-]1C=CC=C1.[K+] potassium methylcyclopentadienide